(2S,3S)-ethyl 3-((2-(5-fluoro-1-tosyl-1H-pyrrolo[2,3-b]pyridin-3-yl)-6-(furan-2-yl) pyrimidin-4-yl)amino)bicyclo[2.2.2]octane-2-carboxylate FC=1C=C2C(=NC1)N(C=C2C2=NC(=CC(=N2)N[C@@H]2[C@H](C1CCC2CC1)C(=O)OCC)C=1OC=CC1)S(=O)(=O)C1=CC=C(C)C=C1